2-(3-(2-chloro-7-methyl-8-oxo-7,8-dihydro-9H-purin-9-yl)bicyclo[1.1.1]pentan-1-yl)acetonitrile ClC1=NC=C2N(C(N(C2=N1)C12CC(C1)(C2)CC#N)=O)C